(3-nitropyridin-2-yl) dithionate S(=O)(=O)(OC1=NC=CC=C1[N+](=O)[O-])S(=O)(=O)[O-]